C[C@@]1(NCC1)COC=1C=NC=CC1C1=C(C2=NC=CC=C2N1)C1=CC=CC=C1 2-(3-{[(2S)-2-methylazetidin-2-yl]methoxy}pyridin-4-yl)-3-phenyl-1H-pyrrolo[3,2-b]pyridine